ethyl 2-(3,5-dichloro-4-(2-fluoro-3-(1-(4-fluorophenyl)butyl)-4-hydroxybenzyl)phenoxy)acetate ClC=1C=C(OCC(=O)OCC)C=C(C1CC1=C(C(=C(C=C1)O)C(CCC)C1=CC=C(C=C1)F)F)Cl